N,N-Dimethyl[(E)-2-(1-indenylidene)ethyl]amine CN(C)C/C=C/1\C=CC2=CC=CC=C12